BrC1=CC(=C(N1C1=CC=C(C#N)C=C1)C)C(CBr)=O 4-(5-bromo-3-(2-bromoacetyl)-2-methyl-1H-pyrrol-1-yl)benzonitrile